Diammonium [3-{acetyl[1-(4-methoxyphenyl)ethoxy]amino}-1-(3,4-dichlorophenyl)propyl] phosphonate P(OC(CCN(OC(C)C1=CC=C(C=C1)OC)C(C)=O)C1=CC(=C(C=C1)Cl)Cl)([O-])=O.[NH4+].[NH4+].C(C)(=O)N(OC(C)C1=CC=C(C=C1)OC)CCC(C1=CC(=C(C=C1)Cl)Cl)OP([O-])=O